C(C)N1C(NC2=CC3=C(C=C2C1=O)OCC[C@H]1N(C3)CCN(C1)C=1C=CC(=NC1)C(=O)NC)=O (R)-5-(10-ethyl-9,11-dioxo-1,2,4,4a,5,6,9,11,12,14-decahydro-3H,10H-pyrazino[1',2':5,6][1,5]oxazocino[2,3-g]quinazolin-3-yl)-N-methylpicolinamide